3-((((1S,2R)-1-hydroxy-1-phenylpropan-2-yl)amino)-1-methoxy-2-methyl-3-oxopropyl)pyrrole O[C@H]([C@@H](C)NC(C(C(OC)C1=CNC=C1)C)=O)C1=CC=CC=C1